5-[2-(2-ethoxyphenylamino)-1-hydroxyethyl]-1,3-oxazol-2(3H)-one C(C)OC1=C(C=CC=C1)NCC(O)C1=CNC(O1)=O